ClC1=CC(=NC=C1)NC(=O)C1CC1 (4-Chloropyridin-2-yl)cyclopropylcarboxamide